N1(CCCC2=NC=CC=C12)C(=O)[O-] 3,4-dihydro-1,5-naphthyridine-1(2H)-carboxylate